2,3,4,9-Tetrahydro-1H-carbazol-1-one C1(CCCC=2C3=CC=CC=C3NC12)=O